4-[(3-chloro-4-fluorophenyl)amino]-6-{[4-(N,N-dimethylamino)-1-oxo-2-butene-1-yl]amino}-7-[(R)-(tetrahydrofuran-2-yl)methoxy]-quinazoline ClC=1C=C(C=CC1F)NC1=NC=NC2=CC(=C(C=C12)NC(C=CCN(C)C)=O)OC[C@@H]1OCCC1